N-(1-(1-(4-fluorophenyl)-6-methyl-1H-indazol-5-yl)-4-methylpiperidin-4-yl)methanesulfonamide FC1=CC=C(C=C1)N1N=CC2=CC(=C(C=C12)C)N1CCC(CC1)(C)NS(=O)(=O)C